BrC=1N=C(C(=NC1)NC(C)=O)OCC1=CC=C(C=C1)OC N-[5-bromo-3-[(4-methoxyphenyl)methoxy]pyrazin-2-yl]acetamide